[Br-].NCCC(C(COCCCCCCCCCCCCCC)OCCCCCCCCCCCCCC)[NH+](C)C (2-aminoethyl)-N,N-dimethyl-2,3-bis(tetradecyloxy)propan-1-aminium bromide